(R)-2-((1-(2-(6-(4-acetylpiperazin-1-yl)pyridin-3-yl)-3,6-dimethyl-4-oxo-4H-chromen-8-yl)ethyl)amino)benzoic acid C(C)(=O)N1CCN(CC1)C1=CC=C(C=N1)C=1OC2=C(C=C(C=C2C(C1C)=O)C)[C@@H](C)NC1=C(C(=O)O)C=CC=C1